CC1NC(CC=2C3=CC=CC=C3NC12)C(=O)O 1-methyl-1,2,3,4-tetrahydro-beta-carboline-3-formic acid